C(CCCC)N1C=C(C2=CC=CC=C12)C(=O)C1=CC=C(C2=CC=CC=C12)CC 1-amyl-3-(4-ethyl-1-naphthoyl)indole